FC(OC1=NC(=CC=C1NC(=O)C1(CC2(C1)OCCO2)C2=NC=CC=C2C(C)C)C)F N-(2-(difluoromethoxy)-6-methylpyridin-3-yl)-2-(3-isopropylpyridin-2-yl)-5,8-dioxaspiro[3.4]octane-2-carboxamide